3-(4,6-difluoro-5-(4-hydroxy-1-((2-(thiophen-2-yl)oxazol-4-yl)methyl)piperidin-4-yl)-1-oxoisoindolin-2-yl)piperidine-2,6-dione FC1=C2CN(C(C2=CC(=C1C1(CCN(CC1)CC=1N=C(OC1)C=1SC=CC1)O)F)=O)C1C(NC(CC1)=O)=O